C(C)C=1C=C(C#N)C=CC1N1N=C(C2=C1N=CC=C2N2N=C(C=1C2=NC=CC1N1C=NC(=C1)C=1C=NN(C1)C)C(C)C)C(C)C 3-ethyl-4-{4-[4-(1-methyl-1H-pyrazol-4-yl)-1H-imidazol-1-yl]-3,3'-di(propane-2-yl)-1'H-[1,4'-bipyrazolo[3,4-b]pyridin]-1'-yl}benzonitrile